C(C1=CC=CC=C1)N1CCC2(CC1)COC1=CC=3CN(C(C3C=C12)=O)N1C(CCCC1=O)=O (1'-benzyl-5-oxo-5,7-dihydro-2H,6H-spiro[furo[2,3-f]isoindol-3,4'-piperidin]-6-yl)piperidine-2,6-dione